C(OC1CC(CC1)C=1C=NC(=NC1)NC1=CC(=C(C=C1)S(N)(=O)=O)OCCCCCN)(OC1=CC=C(C=C1)[N+](=O)[O-])=O 3-[2-({3-[(5-aminopentyl)oxy]-4-sulfamoylphenyl}amino)pyrimidin-5-yl]cyclopentyl 4-nitrophenyl carbonate